CON=C(C(=O)O)C Pyruvic acid-methyloxime